palladium (II) [1,1'-bis(diphenylphosphanyl)ferrocene] dichloride [Cl-].[Cl-].C1(=CC=CC=C1)P([C-]1C=CC=C1)C1=CC=CC=C1.[C-]1(C=CC=C1)P(C1=CC=CC=C1)C1=CC=CC=C1.[Fe+2].[Pd+2]